tert-butyl 5-[3-[2-(4-tert-butoxy-4-oxo-butanoyl)-4-fluoro-6-methoxy-benzothiophen-5-yl]oxypropoxy]-4-fluoro-6-methoxy-isoindoline-2-carboxylate C(C)(C)(C)OC(CCC(=O)C=1SC2=C(C1)C(=C(C(=C2)OC)OCCCOC=2C(=C1CN(CC1=CC2OC)C(=O)OC(C)(C)C)F)F)=O